COC=1C(=CC2=CN(N=C2C1)CC12COC(C1)(C2)C)C(=O)NC2=NC(=CC=C2)OC 6-methoxy-N-(6-methoxypyridin-2-yl)-2-((1-methyl-2-oxabicyclo[2.1.1]hex-4-yl)methyl)-2H-indazole-5-carboxamide